[Na+].[Al+3].[Si]([O-])([O-])([O-])[O-] silicic acid, aluminum-sodium salt